O[C@H](CN1C=NC(=C1C=1C=CC=2N(C1)C(=CN2)C(=O)N)C2=CC=C(C=C2)F)CO (R)-6-(1-(2,3-dihydroxy-propyl)-4-(4-fluorophenyl)-1H-imidazol-5-yl)imidazo[1,2-a]pyridine-3-carboxamide